C1(=CC=CC=C1)C[C@@H](B1O[C@@]2([C@H](O1)C[C@H]1C([C@@H]2C1)(C)C)C)NC(O[C@@H]1CN(C[C@H]1F)C(C=C)=O)=O (3R,4R)-1-acryloyl-4-fluoropyrrolidin-3-yl ((R)-2-phenyl-1-((3aS,4S,6S,7aR)-3a,5,5-trimethylhexahydro-4,6-methanobenzo[d][1,3,2]dioxaborol-2-yl)ethyl)carbamate